5-((trimethylsilyl)ethynyl)isophthalaldehyde C[Si](C)(C)C#CC=1C=C(C=C(C=O)C1)C=O